chloro-6'-((2-methylpyrimidin-4-yl)amino)-2'H-spiro[cyclohexane-1,3'-imidazo[1,5-a]pyridine]-1',5'-dione hydrochloride Cl.ClN1C2(N3C(=CC=C(C3=O)NC3=NC(=NC=C3)C)C1=O)CCCCC2